C(CC)(=O)OC1=C(C=CC=C1)CC(=O)OC(CC)I 2-(2-(1-Iodopropoxy)-2-oxoethyl)phenyl propionate